N-(1-((2R,4R,5R)-3,3-difluoro-4-hydroxy-5-(hydroxymethyl)tetrahydrofuran-2-yl)-2-oxo-1,2-dihydropyrimidin-4-yl)-6-methylpicolinamide FC1([C@@H](O[C@@H]([C@H]1O)CO)N1C(N=C(C=C1)NC(C1=NC(=CC=C1)C)=O)=O)F